C(C)(=O)N1CCN(CC1)C=1OC2=C(C=C(C=C2C(C1)=O)C)Br (4-Acetylpiperazin-1-yl)-8-bromo-6-methyl-4H-chromen-4-one